bis(cyclopentadienyl)vanadium (II) trichloride [Cl-].[Cl-].[Cl-].C1(C=CC=C1)[V]C1C=CC=C1